ClC1=C(C(=CC(=C1)Cl)Cl)C1[Se][Se]CCC1 (2,4,6-trichlorophenyl)diselenane